N-(3-(2-bromophenyl)-2,2-dimethylpropyl)-1-methyl-5-oxo-4,5-dihydro-1H-1,2,4-triazole-3-carboxamide BrC1=C(C=CC=C1)CC(CNC(=O)C1=NN(C(N1)=O)C)(C)C